C(C)[Si](N1CN(CC1)CCC[SiH2]O[Si](OCC)(OCC)C)(CC)CC 3-(3-triethylsilyl-1-imidazolidinyl)propylmethyldiethoxysilaneOxysilane